NC1=NC(N(C2=CC(=CC=C12)C1CC1)C=1C(=NC=CC1)C)=O 4-amino-7-cyclopropyl-1-(2-methylpyridin-3-yl)quinazolin-2(1H)-one